3-(6,7-dihydroxy-1-methyl-4-oxo-1,4-dihydroquinolin-3-yl)-6,7-dihydroxy-4-oxo-4H-chromene-5-carboxylic acid OC=1C=C2C(C(=CN(C2=CC1O)C)C1=COC=2C=C(C(=C(C2C1=O)C(=O)O)O)O)=O